N-cyclobutyl-3-((2-((3,5-dimethoxyphenyl)amino)-5-methylpyrimidin-4-yl)amino)benzenesulfonamide C1(CCC1)NS(=O)(=O)C1=CC(=CC=C1)NC1=NC(=NC=C1C)NC1=CC(=CC(=C1)OC)OC